F[C@@H]1CCN(C1)C (3S,4R)-4-fluoro-1-methylpyrrolidin